N-(3-(2-chloro-3-(3-(((S)-1-carboxyethyl)amino)propoxy)phenyl)anilino)benzisothiazol ClC1=C(C=CC=C1OCCCN[C@@H](C)C(=O)O)C=1C=C(NN2SC3=C(C2)C=CC=C3)C=CC1